C(C)C=1C(=CC=C2C=C(C=C(C12)C1=C(C=2N=C(N=C(C2C=N1)N1C[C@@](CCC1)(O)C)OCC12CCCN2CCC1)F)O)F (R)-1-(7-(8-ethyl-7-fluoro-3-hydroxynaphthalen-1-yl)-8-fluoro-2-((hexahydro-1H-pyrrolizin-7a-yl)methoxy)pyrido[4,3-d]pyrimidin-4-yl)-3-methylpiperidin-3-ol